FC(C=1C=CC(=NC1)OC[C@H](C)NC1=NC(=NC(=C1Cl)CC)C)(F)F (S)-N-(1-((5-trifluoromethylpyridin-2-yl)oxy)propan-2-yl)-5-chloro-2-methyl-6-ethylpyrimidin-4-amine